dimethyl-selenocysteine CN([C@@H](C[SeH])C(=O)O)C